t-Butyl (3S)-3-[4-(3-cyano-4-phenylsulfanyl-pyrazolo[1,5-a]pyridin-6-yl)pyrazol-1-yl]piperidine-1-carboxylate C(#N)C=1C=NN2C1C(=CC(=C2)C=2C=NN(C2)[C@@H]2CN(CCC2)C(=O)OC(C)(C)C)SC2=CC=CC=C2